bis[phenylindolocarbazolyl]biphenyl C1(=CC=CC=C1)C=1C(=C2C(=CC1)N=C1C=CC3=C4C=CC=CC4=NC3=C12)C1=CC=C(C=C1)C1=CC=C(C=C1)C1=C2C(=CC=C1C1=CC=CC=C1)N=C1C=CC3=C4C=CC=CC4=NC3=C12